FC1(CC(C1)C1=C(C=C(C=N1)NC(OC(C)(C)C)=O)F)F tert-butyl N-[6-(3,3-difluorocyclobutyl)-5-fluoropyridin-3-yl]carbamate